C(C)(C)(C)OC(=O)N1[C@@H]([C@H]2C([C@H]2C1)(C)C)C(=O)O (1R,2S,5S)-3-[(tert-butoxy)carbonyl]-6,6-dimethyl-3-azabicyclo[3.1.0]hexane-2-carboxylic acid